tert-Butyl N-[(1R,2R,4S)-4-[[1-(benzenesulfonyl)-5-nitro-pyrrolo[2,3-b]pyridin-4-yl]amino]-2-[tert-butyl(dimethyl)silyl]oxy-1-methyl-cyclohexyl]carbamate C1(=CC=CC=C1)S(=O)(=O)N1C=CC=2C1=NC=C(C2N[C@@H]2C[C@H]([C@](CC2)(C)NC(OC(C)(C)C)=O)O[Si](C)(C)C(C)(C)C)[N+](=O)[O-]